ClC=1C=C(OCC(/C=C/[C@H]2[C@@H](C[C@@H]3OC[C@H](CC[C@@H]32)CCCC(=O)O)O)=O)C=CC1 4-{(3S,5aR,6R,7R,8aS)-6-[(1E)-4-(3-chlorophenoxy)-3-oxo-1-buten-1-yl]-7-hydroxyoctahydro-2H-cyclopenta[b]oxepin-3-yl}butanoic acid